FC(N1N=CC(=C1)C=1C=C2N(N=CC=C2N2CC3CCC(C2)N3C3CC(C3)C#N)C1)F 3-(3-(6-(1-(difluoromethyl)-1H-pyrazol-4-yl)pyrrolo[1,2-b]pyridazin-4-yl)-3,8-diazabicyclo[3.2.1]octan-8-yl)cyclobutane-1-carbonitrile